2-carboxy-8-oxo-5-thia-1-azabicyclo[4.2.0]Oct-2-ene C(=O)(O)C=1N2C(CC2SCC1)=O